C(C1=CC=CC=C1)N1C2=NC=NC(=C2N=C1C1=C(C=C(OCCNC(CO)=O)C=C1)Cl)OC1(CC1)C N-(2-(4-(9-benzyl-6-(1-methylcyclopropoxy)-9H-purin-8-yl)-3-chlorophenoxy)ethyl)-2-hydroxy-acetamide